C1(CCC(CC1)C(O)O)C(O)O 1,4-cyclohexanedimethanediol